FC1CN(CCC1N(C)C)CC1=C(C=2N=C(N=C(C2S1)N1CCOCC1)N1N=C(C=C1)C=1C=C(C=CC1)C)C 3-fluoro-N,N-dimethyl-1-((7-methyl-4-morpholino-2-(3-(m-tolyl)-1H-pyrazol-1-yl)thieno[3,2-d]pyrimidin-6-yl)methyl)piperidin-4-amine